F[B-](F)(F)F.[Ir+].C1=CCCC=CCC1.C1=CCCC=CCC1 bis(1,5-cyclooctadiene) iridium (I) tetrafluoroborate salt